[Cu].[Zn].C(C)OS(=O)(=O)[O-].CN1C=[N+](C=C1)C 1,3-dimethylimidazolium ethyl-sulfate zinc-copper